[Co](F)F.[Ru] ruthenium-cobalt fluoride